C(C)(C)(C)OC(=O)N1[C@@H](C[C@H](C1)C1=C(C=CC=C1)C)CO (2S,4S)-2-(hydroxymethyl)-4-(o-tolyl)pyrrolidine-1-carboxylic acid tert-butyl ester